3-[1-(3,8-diazabicyclo[3.2.1]octan-3-yl)-6-(8-ethynyl-7-fluoro-3-hydroxy-1-naphthyl)-5-fluoro-4-methyl-2,7-naphthyridin-3-yl]oxetan-3-ol C12CN(CC(CC1)N2)C2=NC(=C(C1=C(C(=NC=C21)C2=CC(=CC1=CC=C(C(=C21)C#C)F)O)F)C)C2(COC2)O